FC1=C2C(=C(C=3NC=4C=CC=CC4C13)OCCN(C)C)NC(=N2)C2=CC=CC=C2 2-(10-fluoro-2-phenyl-3,5-dihydroimidazo[4,5-b]carbazol-4-yloxy)-N,N-dimethylethylamine